C[Si](C1=CC=C(C=C1)[Si](O)(C)C)(O)C 1,4-bis(dimethyl-hydroxysilyl)benzene